1,8-bisdimethylaminonaphthalene CN(C1=CC=CC2=CC=CC(=C12)N(C)C)C